(2-((4-(6-nitro-1H-indazol-4-yl)-1H-1,2,3-triazol-1-yl)methyl)imidazo[1,2-a]pyridin-6-yl)methanol [N+](=O)([O-])C1=CC(=C2C=NNC2=C1)C=1N=NN(C1)CC=1N=C2N(C=C(C=C2)CO)C1